7-bromo-6-chloro-1H-indole-3-formaldehyde BrC=1C(=CC=C2C(=CNC12)C=O)Cl